3-isocyanatopropylacrylate N(=C=O)CCCOC(C=C)=O